(E)-2-(2,6-dimethyl-4-(3-(3-methyl-6-(methylthio)benzofuran-2-yl)-3-oxoprop-1-en-1-yl)phenoxy)-2-methylpropanoic acid CC1=C(OC(C(=O)O)(C)C)C(=CC(=C1)\C=C\C(=O)C=1OC2=C(C1C)C=CC(=C2)SC)C